ClC=1C=C(C=CC1)[C@@H](CO)NC(=O)C1=CN(C=C1)C1=NC(=NC=C1C)N[C@@H]1COCC1 N-((S)-1-(3-chlorophenyl)-2-hydroxyethyl)-1-(5-methyl-2-(((S)-tetrahydrofuran-3-yl)amino)pyrimidin-4-yl)-1H-pyrrole-3-amide